NC1=NC2=CC(=CC=C2C=C1Br)CC[C@]1(S[C@H]([C@@H]([C@@H]1O)O)N1C=CC2=C1N=CN=C2NC)C (2R,3S,4R,5R)-2-(2-(2-amino-3-bromoquinolin-7-yl)ethyl)-2-methyl-5-(4-(methylamino)-7H-pyrrolo[2,3-d]pyrimidin-7-yl)tetrahydrothiophene-3,4-diol